3-(benzyloxy)-1-(2-bromophenyl)cyclohexane-1-carbaldehyde C(C1=CC=CC=C1)OC1CC(CCC1)(C=O)C1=C(C=CC=C1)Br